1-(4-(2-((1-((2-(Dimethylamino)ethyl)sulfonyl)piperidin-4-yl)amino)-5-(trifluoromethyl)pyrimidin-4-yl)-1H-pyrazol-1-yl)-2-methylpropan-2-ol CN(CCS(=O)(=O)N1CCC(CC1)NC1=NC=C(C(=N1)C=1C=NN(C1)CC(C)(O)C)C(F)(F)F)C